tert-butyl 4-(1-(4-(2,4-dioxo-3-((2-(trimethylsilyl)ethoxy)methyl)tetrahydropyrimidin-1(2H)-yl)-1H-indol-1-yl)ethyl)piperidine-1-carboxylate O=C1N(CCC(N1COCC[Si](C)(C)C)=O)C1=C2C=CN(C2=CC=C1)C(C)C1CCN(CC1)C(=O)OC(C)(C)C